(6-chloro-2-(3-(dimethylamino)-3-methylazetidin-1-yl)-8-fluoro-4-(piperazin-1-yl)quinazolin-7-yl)benzo[d]Thiazol-2-amine ClC=1C=C2C(=NC(=NC2=C(C1C1=CC=CC2=C1N=C(S2)N)F)N2CC(C2)(C)N(C)C)N2CCNCC2